OC=1C=CC(=NC1)NC(=O)C1=CC=C(C=C1)C1=CC=C(C=C1)C#N N-(5-hydroxypyridin-2-yl)-4'-cyanobiphenyl-4-carboxamide